2-methyltetrahydro-2H-thiopyran-3-ylsulfonamide sodium salt [Na].CC1SCCCC1S(=O)(=O)N